C(C(O)CO)C(C(C(C(C(C(=O)[O-])(CC(O)CO)CC(O)CO)(CC(O)CO)CC(O)CO)(CC(O)CO)CC(O)CO)(CC(O)CO)CC(O)CO)(CCCCCCCC)CC(O)CO DECAGLYCERYLMYRISTAT